benzo[ghi]Perylene C1=CC=2C=3C4=C1C=CC1=CC=CC(C5=CC=CC(=CC2)C35)=C14